1-[4-amino-3-chloro-5-(trifluoromethyl)phenyl]-2-(butylamino)-1-ethanol NC1=C(C=C(C=C1C(F)(F)F)C(CNCCCC)O)Cl